1-Hydroxy-3-methylbenzene OC1=CC(=CC=C1)C